(Z)-but-2-enoic acid C(\C=C/C)(=O)O